CC1=CC=C(C=N1)O 6-Methyl-3-pyridinol